C(#N)C1CC2(C1)C[C@H](N(CC2)CC2=C1C=CNC1=C(C=C2OC)C)C2=CC=C(C(=O)NCC1CN(C1)C1CC1)C=C2 4-((2R,4s,6S)-2-cyano-7-((5-methoxy-7-methyl-1H-indol-4-yl)methyl)-7-azaspiro[3.5]nonan-6-yl)-N-((1-cyclopropylazetidin-3-yl)methyl)benzamide